CN1C(C(=C(C=C1)[O-])NC(N[C@@H](CC(=O)[O-])C1=CC(=CC=C1)C1=CSC=C1C)=O)=O.[Na+].[Na+] sodium (S)-3-(3-(1-methyl-4-oxido-2-oxo-1,2-dihydropyridin-3-yl)ureido)-3-(3-(4-methyl thiophen-3-yl)phenyl)propanoate